C(C=C)OC=1C=C(C(=O)O)C=C(C1O)O 3-allyloxy-4,5-dihydroxybenzoic acid